CCN1C(=O)CC(C1=O)SC[C@@H](C(=O)O)NC(=O)C The molecule is an S-substituted N-acetyl-L-cysteine arising from formal 1,4-addition of the side-chain sulfur atom to N-ethylmaleimide. It is a S-substituted N-acetyl-L-cysteine and an organic sulfide. It derives from a N-ethylsuccinimide.